C(CC)CC(=O)O.C(C)(=O)OCCC propyl acetate (propylacetate)